(3R/S)-3-[4-(3-methylbutoxy)-phenyl]-hex-4-ynoic acid 3-methylbutyl ester CC(CCOC(C[C@@H](C#CC)C1=CC=C(C=C1)OCCC(C)C)=O)C |r|